ClC=1C=C(C=CC1F)N1N=CC(=C1)C(C(=O)NC1=CC(=NN1C(=O)OC(C)(C)C)C1CC1)C Tert-butyl 5-{2-[1-(3-chloro-4-fluorophenyl)pyrazol-4-yl]propanamido}-3-cyclopropylpyrazole-1-carboxylate